10-(1-adamantanecarbonyl)-3,7-bis(α,α-dimethylbenzyl)-10H-phenothiazine-5,5-dioxide C12(CC3CC(CC(C1)C3)C2)C(=O)N2C3=CC=C(C=C3S(C=3C=C(C=CC23)C(C2=CC=CC=C2)(C)C)(=O)=O)C(C2=CC=CC=C2)(C)C